CC(CC[C@@H](C(=O)O)NC([C@H]([C@H](CC)C)NC(=O)C1=NC=CN=C1)=O)(C)C (S)-5,5-dimethyl-2-[(2S,3S)-3-methyl-2-[(pyrazin-2-yl)formamido]pentanamido]hexanoic acid